chloro-(2,2,6,6-tetramethyl-1-piperidyl)magnesium Cl[Mg]N1C(CCCC1(C)C)(C)C